BrC1=CC=C(C=C1)C=1C(=NC=C(C1)C1=CC=C(C=C1)OC)C(F)(F)F (4-bromophenyl)-5-(4-methoxyphenyl)-2-(trifluoromethyl)pyridine